CC=1C(=CC=C(C(=O)O)C1)C1=CC=C(C=C1)OC(C)=O 5-methyl-4-(4-acetoxyphenyl)benzoic acid